O1COC2=C1C=CC(=C2)C=2OC1=CC(=CC(=C1C(C2O)=O)O)OCC2=CC(=CC=C2)Cl 2-(1,3-Benzodioxol-5-yl)-7-[(3-chlorophenyl)methoxy]-3,5-dihydroxychromen-4-one